5-(2-(2-Chlorophenyl)piperidin-1-yl)-3-fluoro-N-((R,E)-4-(methylsulfonyl)but-3-en-2-yl)picolinamide ClC1=C(C=CC=C1)C1N(CCCC1)C=1C=C(C(=NC1)C(=O)N[C@H](C)\C=C\S(=O)(=O)C)F